N1=CC=C(C=C1)C#CCCCCO 6-(pyridin-4-yl)hex-5-yn-1-ol